COC=1C=C(C(=O)O)C=CC1S(NC1=NOC2=C1C(=CC(=C2)CN2N=CC(=C2)CNC(C#C)=O)OC)(=O)=O 3-methoxy-4-(N-(4-methoxy-6-((4-(propiolamidomethyl)-1H-pyrazol-1-yl)methyl)benzo[d]isoxazol-3-yl)sulfamoyl)benzoic acid